6-(2-fluorophenoxy)-2-{[(3-methyl-isoxazol-5-yl)methyl]amino}-8-methylpyrido[2,3-d]pyrimidin-7(8H)-one FC1=C(OC2=CC3=C(N=C(N=C3)NCC3=CC(=NO3)C)N(C2=O)C)C=CC=C1